C1NCC12CC(CC2)N2CC1=C(C=C(C=C1CC2)C(=O)OC)F methyl 2-(2-azaspiro[3.4]octan-6-yl)-8-fluoro-3,4-dihydro-1H-isoquinoline-6-carboxylate